C1(CC1)N(CCC(C(=O)O)NC(=O)C1N(CCC1)CC1=NC=CC=N1)CCCCC1=NC=2NCCCC2C=C1 4-[cyclopropyl-[4-(5,6,7,8-tetrahydro-1,8-naphthyridin-2-yl)butyl]amino]-2-[[1-(pyrimidin-2-ylmethyl)pyrrolidine-2-carbonyl]amino]butanoic acid